tert-butyl 4-(bicyclo[1.1.1]pentan-1-ylcarbamoyl)-5-(1-(tert-butoxycarbonyl)-3-iodo-1H-pyrrol-2-yl)-1H-indole-1-carboxylate C12(CC(C1)C2)NC(=O)C2=C1C=CN(C1=CC=C2C=2N(C=CC2I)C(=O)OC(C)(C)C)C(=O)OC(C)(C)C